C(C)(C)(C)OC(=O)N1CCCC2=CC=C(N=C12)CCC=O 7-(3-oxopropyl)-3,4-dihydro-1,8-naphthyridine-1(2H)-carboxylic acid tert-butyl ester